CN(C1=C(C=C(C(=N1)F)C1=CN=C(N1C)C(=O)N)F)C 5-[6-(dimethylamino)-2,5-difluoro-3-pyridyl]-1-methyl-imidazole-2-carboxamide